FC=1C=C(C=CC1)C1=CC(=CC=C1)C[C@@H]1NCC[C@@H]1NC(C(=O)N(C)C)=O N~2~-{(2S,3S)-2-[(3'-fluoro[1,1'-biphenyl]-3-yl)methyl]pyrrolidin-3-yl}-N~1~,N~1~-dimethylethanediamide